NC=1C2=C(N=CN1)N1C(=C2C2=CC=3C(=NC=CC3)N2)CN(CC1(C)C)C(=O)C1=CC(=NC=C1)C(F)(F)F (4-amino-9,9-dimethyl-5-(1H-pyrrolo[2,3-b]pyridin-2-yl)-8,9-dihydropyrazino[1',2':1,5]pyrrolo[2,3-d]pyrimidin-7(6H)-yl)(2-(trifluoromethyl)pyridin-4-yl)methanone